NCCC=1C=NN(C1)C1(CC1)CO (1-(4-(2-aminoethyl)-1H-pyrazol-1-yl)cyclopropyl)methanol